cyclohexane diformate C(=O)O.C(=O)O.C1CCCCC1